2-(2,2-diethoxycyclobutyl)propan-2-ol (9H-fluoren-9-yl)methyl-(1R,4S)-1-(3,4-dichlorophenyl)-2-oxa-5-azabicyclo[2.2.1]-heptane-5-carboxylate C1=CC=CC=2C3=CC=CC=C3C(C12)CC1O[C@@]2(CN([C@H]1C2)C(=O)OC(C)(C)C2C(CC2)(OCC)OCC)C2=CC(=C(C=C2)Cl)Cl